Cis-methyl 2-phenylcyclopropanecarboxylate C1(=CC=CC=C1)[C@@H]1[C@@H](C1)C(=O)OC